4-(2-(((1S,4S)-1-hydroxy-4-(6-methoxy-Benzyl 5-nitro-2H-indol-2-yl)cyclohexyl)methoxy)ethyl)piperidine-1-carboxylate OC1(CCC(CC1)C1(N=C2C=CC(=CC2=C1)[N+](=O)[O-])CC1=CC=CC=C1OC)COCCC1CCN(CC1)C(=O)[O-]